3-(INDOL-3-YL) LACTATE C1=CC=C2C(=C1)C(=CN2)C[C@@H](C(=O)O)O